Bis(p-dimethylsilylphenyl)ether C[SiH](C1=CC=C(C=C1)OC1=CC=C(C=C1)[SiH](C)C)C